5-(2-(3-fluoro-5-(4-methylpiperazin-1-yl)phenylamino)-5-fluoropyrimidin-4-ylamino)benzo[d]oxazol-2(3H)-one ditrifluoroacetate salt FC(C(=O)O)(F)F.FC(C(=O)O)(F)F.FC=1C=C(C=C(C1)N1CCN(CC1)C)NC1=NC=C(C(=N1)NC=1C=CC2=C(NC(O2)=O)C1)F